C(CCCCCCCCCCCCCCC(C)C)(=O)NCCCN isostearamidopropylamine